C(C=C)SC1=NC=NN1CC1(OC1C1=C(C=CC=C1)Cl)C1=C(C=C(C=C1)F)F 5-(allylthio)-1-{[3-(2-chlorophenyl)-2-(2,4-difluorophenyl)oxirane-2-yl]methyl}-1H-1,2,4-triazole